[6-[[3-(2,2,2-trifluoroethyl)-1,2,4-oxadiazol-5-yl]methyl]-2,6-diazaspiro[3.3]heptan-2-yl]-[6-[3-(trifluoromethyl)-1,2,4-triazol-1-yl]-2-azaspiro[3.3]heptan-2-yl]methanone FC(CC1=NOC(=N1)CN1CC2(CN(C2)C(=O)N2CC3(C2)CC(C3)N3N=C(N=C3)C(F)(F)F)C1)(F)F